ClC=1C=C(C(=O)N2CC=3C(=NN4C3C(N(C[C@H]4C)[C@@H](C(=O)NC)C4=CC=C(C=C4)OC(F)F)=O)C[C@H]2C)C=CC1Cl |o1:18| (R*)-2-((3R,7R)-2-(3,4-dichlorobenzoyl)-3,7-dimethyl-10-oxo-1,3,4,7,8,10-hexahydropyrido[4',3':3,4]pyrazolo[1,5-a]pyrazin-9(2H)-yl)-2-(4-(difluoromethoxy)phenyl)-N-methylacetamide